4-(6-(4-aminopiperidin-1-yl)-3-(4-chloro-3-hydroxyphenyl)-4-methoxypyridin-2-yl)-2-fluorobenzonitrile hydrochloride Cl.NC1CCN(CC1)C1=CC(=C(C(=N1)C1=CC(=C(C#N)C=C1)F)C1=CC(=C(C=C1)Cl)O)OC